ClC=1C(NC=CC1C1=C(C=CC(=C1F)Cl)N1N=NC(=C1)C(F)(F)F)=O 3-chloro-4-(5-chloro-6-fluoro-2-(4-(trifluoromethyl)-1H-1,2,3-triazol-1-yl)phenyl)-2-oxopyridin